γ-aminobutyryl-1-methyl-L-histidine NCCCC(=O)N[C@@H](CC1=CN(C=N1)C)C(=O)O